2,4,6-tris(N-methyl-4-cyanatophenylamino)-1,3,5-triazine CN(C1=NC(=NC(=N1)N(C)C1=CC=C(C=C1)OC#N)N(C)C1=CC=C(C=C1)OC#N)C1=CC=C(C=C1)OC#N